butyryl-benzyl-amide diacetate C(C)(=O)[O-].C(C)(=O)[O-].C(CCC)(=O)[N-]CC1=CC=CC=C1